6-[(E)-but-2-enyl]-4-[3-methoxy-5-(morpholine-4-carbonyl)-2-pyridyl]-2-methyl-1H-pyrrolo[2,3-c]pyridin-7-one C(\C=C\C)N1C(C2=C(C(=C1)C1=NC=C(C=C1OC)C(=O)N1CCOCC1)C=C(N2)C)=O